C(#N)C=1C=C(C=CC1)N1N=C(C=C1C(=O)NC1=C(C(=CC=C1)C(C1=CC=CC=C1)OCC1CC1)F)C(F)(F)F 1-(3-cyanophenyl)-N-(3-((cyclopropylmethoxy)(phenyl)methyl)-2-fluorophenyl)-3-(trifluoromethyl)-1H-pyrazole-5-carboxamide